8-amino-1,4-dioxaspiro[4.5]decane-8-carboxylic acid potassium [K].NC1(CCC2(OCCO2)CC1)C(=O)O